F[C@@H]1CN(CC[C@@H]1NC=1N=C(C2=C(N1)NC=C2C2=NC=1N(C=C2)N=CC1)NC)C N2-((3R,4S)-3-fluoro-1-methylpiperidin-4-yl)-N4-methyl-5-(pyrazolo[1,5-a]pyrimidin-5-yl)-7H-pyrrolo[2,3-d]pyrimidine-2,4-diamine